icosandiamine C(CCCCCCCCCCCCCCCCCCC)(N)N